((6-methoxy-2-methyl-1,2,3,4-tetrahydroisoquinolin-7-yl)amino)-5-(3-(methylsulfonyl)indol-1-yl)-1,2,4-triazine-6-carboxamide COC=1C=C2CCN(CC2=CC1NC=1N=NC(=C(N1)N1C=C(C2=CC=CC=C12)S(=O)(=O)C)C(=O)N)C